6-{[(3R)-3-methylpiperidin-1-yl]methyl}-4-(trifluoromethyl)-3H-isoindol-1-one C[C@H]1CN(CCC1)CC1=CC(=C2CNC(C2=C1)=O)C(F)(F)F